(((6-phenyl-1,3,5-triazine-2,4-diyl)bis(3-hydroxy-4,1-phenylene))bis(oxy))bis(1-butoxypropane-3,2-diyl) diacrylate C(C=C)(=O)OC(COCCCC)COC1=CC(=C(C=C1)C1=NC(=NC(=N1)C1=C(C=C(C=C1)OCC(COCCCC)OC(C=C)=O)O)C1=CC=CC=C1)O